COC1=CC=C(C=C1)C1=C(NC=2N(C1=O)N=C(C2C2=CC=CC=C2)C2=CC=CC=C2)NC2=NC=CN=C2 6-(4-methoxyphenyl)-2,3-diphenyl-5-(pyrazin-2-ylamino)pyrazolo[1,5-a]pyrimidin-7(4H)-one